C(C)(C)(C)C=1C=C(C=CC1)[Mg]Br (3-(tert-Butyl)phenyl)magnesium Bromide